O[C@H]1[C@@H](C2=CC=CC=C2C1)NC(C1=CC(=CC=C1)C(CC(F)(F)F)N1C(NC(CC1=O)(C)C)=N)=O N-[(1R,2R)-2-hydroxyindan-1-yl]-3-[3,3,3-trifluoro-1-(2-imino-4,4-dimethyl-6-oxo-hexahydropyrimidin-1-yl)propyl]benzamide